C(N)(=O)C1=CC(=NN(C1=O)CC1=CC=C(C=C1)OC)C1N(CCC1)C(=O)OC(C)(C)C tert-butyl 2-(5-carbamoyl-1-(4-methoxybenzyl)-6-oxo-1,6-dihydropyridazin-3-yl)pyrrolidine-1-carboxylate